tert-butyl 4-(2-(4-chloro-3-fluorophenoxy)acetamido)-3-oxobicyclo[2.2.2]octane-1-carboxylate ClC1=C(C=C(OCC(=O)NC23C(CC(CC2)(CC3)C(=O)OC(C)(C)C)=O)C=C1)F